COC(C1=C(C=C(C(=C1)F)C=1SC=C(N1)C1=C(N=C(S1)COCC(=O)OCC)C)O)=O.CC1(C=C(CC(C1)C)N1CCCC1)C (3,3,5-trimethylcyclohex-enyl)pyrrolidine methyl-4-[4-[2-[(2-ethoxy-2-oxo-ethoxy)methyl]-4-methyl-thiazol-5-yl]thiazol-2-yl]-5-fluoro-2-hydroxy-benzoate